ClC1=C2CN(C(C2=C(C=C1)NC1=NC(=C(C=C1)C1CC(CC1)O)CN(C)C)=O)C(=O)OC(C)(C)C tert-butyl 4-chloro-7-((6-((dimethylamino)methyl)-5-(3-hydroxycyclopentyl)pyridin-2-yl)amino)-1-oxoisoindoline-2-carboxylate